(R)-4-((8-Cyclopentyl-7-ethyl-5-methyl-6-oxo-5,6,7,8-tetrahydropteridin-2-yl)amino)benzoic acid C1(CCCC1)N1[C@@H](C(N(C=2C=NC(=NC12)NC1=CC=C(C(=O)O)C=C1)C)=O)CC